1,2-bisdodecenoyl-sn-glycero-3-phosphoethanolamine C(C=CCCCCCCCCC)(=O)OC[C@@H](OC(C=CCCCCCCCCC)=O)COP(=O)(O)OCCN